O1CC=CC2=NC=CC=C21 pyrano[3,2-b]pyridin